C1(CC1)COC1=CC(=C(C(=C1)F)CC=O)F 2-(4-(cyclopropylmethoxy)-2,6-difluorophenyl)acetaldehyde